BrC1=C(C(=O)OCOCC[Si](C)(C)C)C=C(C=C1OCOCC[Si](C)(C)C)C#N 2-trimethylsilylethoxymethyl 2-bromo-5-cyano-3-(2-trimethyl silyl ethoxymethoxy)benzoate